3-Chloro-6-[4-chloro-5-methyl-2-(tetrahydro-pyran-4-yl)-phenoxymethyl]-pyridazine ClC=1N=NC(=CC1)COC1=C(C=C(C(=C1)C)Cl)C1CCOCC1